CN([C@@H](COC(C)=O)C(=O)OCC1=CC=NN1C)C([C@@H](NC(=O)C=1N=C(SC1)C1=CC=C(C=C1)NC(=O)OC(C)(C)C)[C@@H](OC(C)=O)C)=O (1-Methyl-1H-pyrazol-5-yl)methanol Methyl-O-acetyl-N-(O-acetyl-N-(2-(4-((tert-butoxycarbonyl)amino)phenyl)thiazole-4-carbonyl)-L-allothreonyl)-L-serinate